OC[C@@H]1C2CCCC[C@@]2(C2CC[C@@]3(C(CCC3C2C1=O)=O)C)C (6S,10R,13S)-6-(hydroxymethyl)-10,13-dimethyl-7,17-dioxododecahydro-1H-cyclopenta[a]phenanthren